(2S)-2-[3-(4-fluorophenyl)prop-2-enoylamino]-3-phenylpropionic acid FC1=CC=C(C=C1)C=CC(=O)N[C@H](C(=O)O)CC1=CC=CC=C1